tert-butyl (2S,5S)-2-(cyanomethyl)-5-methylpyrrolidine-1-carboxylate C(#N)C[C@H]1N([C@H](CC1)C)C(=O)OC(C)(C)C